N-[(1R,3S)-3-{[6-fluoro-2-(trifluoromethyl)quinolin-4-yl]amino}cyclohexyl]-[1,2,4]triazolo[4,3-a]pyridine-6-carboxamide FC=1C=C2C(=CC(=NC2=CC1)C(F)(F)F)N[C@@H]1C[C@@H](CCC1)NC(=O)C=1C=CC=2N(C1)C=NN2